Bisphosphinic amide [PH2](N)=O.[PH2](N)=O